2,2-Bis-(4-hydroxy-3,5-dichlorophenyl)propan OC1=C(C=C(C=C1Cl)C(C)(C)C1=CC(=C(C(=C1)Cl)O)Cl)Cl